2-ethyl-6-methyl-9-acryloyloxy-10-hydroxy-1,4-dihydro-1,4-methanoanthracene C(C)C=1C2C3=C(C4=CC=C(C=C4C(=C3C(C1)C2)O)C)OC(C=C)=O